(2S,6R)-4-(6-Chloro-5-methoxypyrimidin-4-yl)-2,6-dimethylmorpholine ClC1=C(C(=NC=N1)N1C[C@@H](O[C@@H](C1)C)C)OC